C12(CC3CC(CC(C1)C3)C2)C2=C(C(=O)N)C=CC=C2O ((3S,5S,7S)-adamantan-1-yl)-3-hydroxybenzoamide